(2S,4R)-2-(tert-Butoxycarbonylamino)-4-(cyanomethyl)glutaric acid dimethyl ester COC([C@H](C[C@@H](C(=O)OC)CC#N)NC(=O)OC(C)(C)C)=O